2-((5-octylisoxazol-3-yl)methyl)acrylic acid C(CCCCCCC)C1=CC(=NO1)CC(C(=O)O)=C